C(C)(C)(C)OC(N(C(CC1=CC=CC=C1)=O)CCC(CO)=O)=O (4-hydroxy-3-oxobutyl)(phenylacetyl)carbamic acid tert-butyl ester